ClC1=CC(=NC=C1Cl)C(=O)N[C@H]1CC[C@@H](N(C1)C(=O)OC(C)(C)C)C=1OC(=NN1)OCCOC(F)(F)F tert-butyl (2R,5S)-5-(4,5-dichloropyridine-2-amido)-2-{5-[2-(trifluoromethoxy)ethoxy]-1,3,4-oxadiazol-2-yl}piperidine-1-carboxylate